(R,Z)-3-(4-chlorophenyl)-N'-((4-chlorophenyl)sulfonyl)-4-phenyl-N-((1r,4R)-4-sulfamoylcyclohexyl)-4,5-dihydro-1H-pyrazole-1-carboximidamide ClC1=CC=C(C=C1)C1=NN(C[C@H]1C1=CC=CC=C1)\C(\NC1CCC(CC1)S(N)(=O)=O)=N/S(=O)(=O)C1=CC=C(C=C1)Cl